C[Sn](C1=CC=2C(=NN(C2)C2CCN(CC2)C(=O)OC(C)(C)C)S1)(C)C tert-butyl 4-[5-(trimethylstannyl)thieno[2,3-c]pyrazol-2-yl]piperidine-1-carboxylate